N1C=CC2=CC(=CC=C12)COC(=O)N1CCC(CC1)(CO)F 4-fluoro-4-(hydroxymethyl)piperidine-1-carboxylic acid-1H-indol-5-ylmethyl ester